1,3-bis(4-acetamidophenyl)adamantane C(C)(=O)NC1=CC=C(C=C1)C12CC3(CC(CC(C1)C3)C2)C2=CC=C(C=C2)NC(C)=O